C(C1=CC=CC=C1)OC1=C(C(=CC(=C1)Br)F)[N+](=O)[O-] 1-(benzyloxy)-5-bromo-3-fluoro-2-nitrobenzene